6-(4-(2,5-diazabicyclo[2.2.1]heptane-2-carbonyl)benzyl)-2-amino-4-(butylamino)pyrido[4,3-d]pyrimidin-5(6H)-one C12N(CC(NC1)C2)C(=O)C2=CC=C(CN1C(C3=C(N=C(N=C3NCCCC)N)C=C1)=O)C=C2